N1=CC=C(C=C1)C1=NN=NN1 5-(4-pyridyl)-1H-tetrazole